COCCCOC[C@H](CC1=CC=C(C=C1)C)N1C(N(C2=C1C=CC=C2)CC2=CC=C(C=C2)C)=N (S)-1-(1-(3-methoxypropoxy)-3-p-tolylpropan-2-yl)-3-(4-methylbenzyl)-1H-benzo[d]imidazol-2(3H)-imine